ClC1=CC(=C(C(=O)O)C=C1S(=O)(=O)N1CCOCC1)NCC=1OC=CC1 4-Chloro-2-((furan-2-ylmethyl)amino)-5-(morpholinosulfonyl)benzoic Acid